methyl 2-[[4-[5-[(4-cyanophenyl)methoxy]pyrazol-1-yl]-1-piperidyl]methyl]-3-[(3-ethylimidazol-4-yl)methyl]benzimidazole-5-carboxylate C(#N)C1=CC=C(C=C1)COC1=CC=NN1C1CCN(CC1)CC=1N(C2=C(N1)C=CC(=C2)C(=O)OC)CC=2N(C=NC2)CC